N-cetyl-pyridine trifluoromethanesulfonate FC(S(=O)(=O)O)(F)F.C(CCCCCCCCCCCCCCC)N1CC=CC=C1